N-(3-(5-chloro-2-methoxypyridin-3-yl)-1-(2-(3,3-difluoropyrrolidin-1-yl)-2-oxoethyl)-1H-pyrazol-4-yl)pyrazolo[1,5-a]pyrimidine-3-carboxamide ClC=1C=C(C(=NC1)OC)C1=NN(C=C1NC(=O)C=1C=NN2C1N=CC=C2)CC(=O)N2CC(CC2)(F)F